tert-butyl 3-[3-chloro-5-[1-(methanesulfonamido)cyclopropyl]phenyl]-2,7-dimethyl-5,7-dihydro-4H-pyrazolo[3,4-c]pyridine-6-carboxylate ClC=1C=C(C=C(C1)C1(CC1)NS(=O)(=O)C)C=1N(N=C2C(N(CCC21)C(=O)OC(C)(C)C)C)C